FC(S(=O)(=O)NC1=CC=C(C=C1)C1=NNC=C1C(=O)N)(F)F 3-(4-((trifluoromethyl)sulfonamido)phenyl)-1H-pyrazole-4-carboxamide